C(C)(=O)N1C[C@@H](C=2C3=C(C(NC2C1)=O)C=C(C(=C3)F)F)N(C(=O)NC3=CC(=C(C=C3)F)Cl)C |r| Racemic-1-(3-acetyl-8,9-difluoro-6-oxo-1,2,3,4,5,6-hexahydrobenzo[c][1,7]naphthyridin-1-yl)-3-(3-chloro-4-fluorophenyl)-1-methylurea